phenyl 5-cyanovalerate C(#N)CCCCC(=O)OC1=CC=CC=C1